FC(OC1=NC2=CC(=CC(=C2N=C1)C=1SC2=C(N1)C(=CC=C2OCCN)C)C)F 2-(2-(2-(difluoromethoxy)-7-methylquinoxalin-5-yl)-4-methylbenzo[d]thiazol-7-yloxy)ethanamine